(1r,3r)-methyl 3-((3-((1-(4-chlorophenyl)-2-oxo-2-(6-(trifluoromethoxy)-indolin-1-yl)ethyl)amino)-5-methoxyphenoxy)methyl)cyclobutanecarboxylate ClC1=CC=C(C=C1)[C@H](C(N1CCC2=CC=C(C=C12)OC(F)(F)F)=O)NC=1C=C(OCC2CC(C2)C(=O)OC)C=C(C1)OC